(S)-6,7-dichloro-2-(1-(2-hydroxyethyl)piperidin-3-yl)-3-methylquinazolin-4(3H)-one ClC=1C=C2C(N(C(=NC2=CC1Cl)[C@@H]1CN(CCC1)CCO)C)=O